ClC=1C=C(C=O)C=CC1OCC=1C(=C(C=CC1)C1=C(C(=CC=C1)C1=NOC(=N1)CO)C)C 3-chloro-4-((3'-(5-(hydroxymethyl)-1,2,4-oxadiazol-3-yl)-2,2'-dimethyl-[1,1'-biphenyl]-3-yl)methoxy)benzaldehyde